ClC1=CC=C(C=C1)C1=C(C=C2C=NC(=NN21)N[C@H]2[C@@H](CN(CC2)S(=O)(=O)C)O)F (3R,4R)-4-((7-(4-chlorophenyl)-6-fluoropyrrolo[2,1-f][1,2,4]triazin-2-yl)amino)-1-(methylsulfonyl)piperidin-3-ol